5-(4-(trifluoromethyl)styryl)-1H-indol FC(C1=CC=C(C=CC=2C=C3C=CNC3=CC2)C=C1)(F)F